COC1=CC2=C(N(C(O2)=O)CCNC(\C=C\C2=CC(=C(C(=C2)OC)OC)OC)=O)C=C1 (E)-N-(2-(6-methoxy-2-oxo-2,3-dihydro-1,3-benzooxazol-3-yl)ethyl)-3-(3,4,5-trimethoxyphenyl)acrylamide